[4-fluoro-2-(trifluoro-methyl)phenyl]methan-amine FC1=CC(=C(C=C1)CN)C(F)(F)F